ClC=1C(=CC(=C(C1)NC1=NC=NC2=CC(=C(C=C12)NC(C=CCN(C)C)=O)OC)C(C)(C)O)OC1=C(C(=CC=C1)C(F)(F)F)F N-(4-((5-chloro-4-(2-fluoro-3-(trifluoromethyl)phenoxy)-2-(2-hydroxypropan-2-yl)phenyl)amino)-7-methoxyquinazolin-6-yl)-4-(dimethylamino)but-2-enamide